CC1C(CCCC1)NC(=O)OC(C(=O)OCC)CN1N=CC=C1 Ethyl 2-{[(2-methylcyclohexyl)carbamoyl]oxy}-3-(1H-pyrazol-1-yl)propanoate